benzyl 4-((3-(tert-butoxy)-3-oxopropyl) ((chloromethoxy)carbonyl)amino)butanoate C(C)(C)(C)OC(CCN(CCCC(=O)OCC1=CC=CC=C1)C(=O)OCCl)=O